ClC=1C=C(C=CC1OC)C1(C=CC2=C(O1)C1=CC=CC=C1C=C2)C2=CC(=C(C=C2)OC)Cl 2,2-bis(3-chloro-4-methoxyphenyl)naphtho[1,2-b]pyran